2-(2,4,6-trimethyl-phenoxy)pyridine-3-carboxamide CC1=C(OC2=NC=CC=C2C(=O)N)C(=CC(=C1)C)C